CN(CCC(=O)N1CCN(CC1)C1=CC=C(C=N1)C#N)CCOC=1C=NNC(C1C(F)(F)F)=O 6-(4-[3-[Methyl(2-[[6-oxo-5-(trifluoromethyl)-1,6-dihydropyridazin-4-yl]oxy]ethyl)amino]propanoyl]piperazin-1-yl)pyridine-3-carbonitrile